C1=C(C=CC=2C3=CC=CC=C3NC12)B(O)O Carbazol-2-ylboronic acid